FC=1C2=C(C=C3C=NN(C13)C)C=CC=C2CN(C(=O)C2[C@@H]1CC[C@H](C2)C1)C=1C=C(C=CC1)/C=C/C(=O)OC methyl (E)-3-(3-((1R,4S)-N-((9-fluoro-1-methyl-1H-benzo[f]indazol-8-yl)methyl)bicyclo[2.2.1]heptane-2-carboxamido)phenyl)acrylate